ClC1=C(C=CC(=C1)CN(C)C)N1C(=NC(=C1)C1=NC(=NC=C1C#N)NC1CCN(CC1)S(=O)(=O)C)C 4-(1-(2-chloro-4-((dimethylamino)methyl)phenyl)-2-methyl-1H-imidazol-4-yl)-2-((1-(methylsulfonyl)piperidin-4-yl)amino)pyrimidine-5-carbonitrile